spiro[3.3]heptane-2-carbohydrazide C1C(CC12CCC2)C(=O)NN